C(CCC)NC(C)C=CC1=CC=CC=C1 N-butyl-4-phenylbut-3-en-2-amine